Cl.Cl.ClC=1C=C(C(=C(CNC([C@H](C)NC(=O)[C@@H]2NC[C@H](C2)CC=2SC(=CC2)Cl)=O)C1)O)C (2R,4R)-N-((S)-1-((5-chloro-2-hydroxy-3-methylbenzyl)amino)-1-oxopropan-2-yl)-4-((5-chlorothien-2-yl)methyl)pyrrolidine-2-carboxamide dihydrochloride